C(CC)(=O)OCC(=O)OC(C)C1CC(CC1)(C)C 2-(1-(3,3-dimethylcyclopentyl)ethoxy)-2-oxoethyl propionate